decyl-diethylmethylammonium chloride [Cl-].C(CCCCCCCCC)[N+](C)(CC)CC